2-(4-chloro-7-methoxy-6-(4-morpholinylphenyl)-2H-indazol-2-yl)-2-((R)-6-fluoro-6,7-dihydro-5H-pyrrolo[1,2-c]imidazol-1-yl)acetic acid ethyl ester C(C)OC(C(C1=C2N(C=N1)C[C@@H](C2)F)N2N=C1C(=C(C=C(C1=C2)Cl)C2=CC=C(C=C2)N2CCOCC2)OC)=O